{2-Fluoro-4-[(4-trifluoromethylphenylamino)methyl]phenyl}carbamic acid ethyl ester C(C)OC(NC1=C(C=C(C=C1)CNC1=CC=C(C=C1)C(F)(F)F)F)=O